2-methyl-2-[5-[(3R)-3-amino-8-fluoro-1,1,4-trioxo-5-[[4-(trifluoromethoxy)phenyl]methyl]-2,3-dihydro-1λ6,5-benzothiazepin-7-yl]-1,3,4-oxadiazol-2-yl]propanenitrile CC(C#N)(C)C=1OC(=NN1)C=1C(=CC2=C(N(C([C@H](CS2(=O)=O)N)=O)CC2=CC=C(C=C2)OC(F)(F)F)C1)F